ClC=1C=C2CN(CC2=CC1)C(C(F)(F)F)=O 1-(5-chloro-2,3-dihydro-1H-isoindol-2-yl)-2,2,2-trifluoroethan-1-one